6-(1-methyl-1H-indol-5-yl)-N-((R)-1-phenylethyl)-2,3,4,9-tetrahydro-1H-carbazol-1-amine CN1C=CC2=CC(=CC=C12)C=1C=C2C=3CCCC(C3NC2=CC1)N[C@H](C)C1=CC=CC=C1